perfluorobutylsulfonate FC(C(C(C(F)(F)F)(F)F)(F)F)(S(=O)(=O)[O-])F